CO[C@]1(CCC=2C=CN(C2C1)S(=O)(=O)C1=CC=C(C)C=C1)C(F)(F)F (S)-6-methoxy-1-tosyl-6-(trifluoromethyl)-4,5,6,7-tetrahydro-1H-indole